Iridium trichlorid Hydrat O.[Ir](Cl)(Cl)Cl